7-oxo-2,6-diazaspiro[3.4]octan O=C1NCC2(CNC2)C1